mono-urethane mono-methacrylate C(C(=C)C)(=O)O.NC(=O)OCC